BrC1=CC=C(CN2CC(C2)OC)C=C1 4-bromobenzyl-3-methoxyazetidine